COC1=CC=C(C=C1)CC1=C(C=CC(=C1C=1N=CN(C1)C)N[C@@H](C)C1=CC(=CC=C1)C(F)(F)F)S(=O)(=O)NC [(4-methoxyphenyl)methyl]-N-methyl-3-(1-methylimidazol-4-yl)-4-[[(1S)-1-[3-(trifluoromethyl)phenyl]ethyl]amino]benzenesulfonamide